tert-butyl 2-(2-chloroacetamido)-3-cyano-4,5,6,7-tetrahydrobenzo[b]thiophene-6-carboxylate ClCC(=O)NC1=C(C2=C(S1)CC(CC2)C(=O)OC(C)(C)C)C#N